[(2R,3S,4R,5R)-5-[2-cyano-4-[[(1S)-1-[4-(trifluoromethyl)-phenyl]ethyl]amino]-pyrrolo[2,3-d]-pyrimidin-7-yl]-3,4-dihydroxy-tetrahydro-furan-2-yl]methoxy-methylphosphonic acid C(#N)C=1N=C(C2=C(N1)N(C=C2)[C@H]2[C@@H]([C@@H]([C@H](O2)COCP(O)(O)=O)O)O)N[C@@H](C)C2=CC=C(C=C2)C(F)(F)F